[Na].NC1=NC2=CC=C(C=C2C(=N1)N)C=1N=NN(C1)C1=CC=C(C=C1)OC 2,4-diamino-6-(1-(4-methoxyphenyl)-1H-1,2,3-triazol-4-yl)quinazoline sodium